1-[(3S)-3-[4-(difluoromethyl)phenyl]-1,2-oxazolidin-2-yl]-2,2-dimethylpropan-1-one FC(C1=CC=C(C=C1)[C@H]1N(OCC1)C(C(C)(C)C)=O)F